8-[(1R)-1-Aminoethyl]-3-methyl-2-(2-pyridyl)-6-(trifluoromethyl)chromen-4-one N[C@H](C)C=1C=C(C=C2C(C(=C(OC12)C1=NC=CC=C1)C)=O)C(F)(F)F